C(C)C=1N=C2N(C=C(C=C2)C=2C=NC(=CC2)N2CCC(CC2)C(=O)N2CC(C2)O)C1N(C=1SC(=C(N1)C1=CC=C(C=C1)F)C#N)C 2-((2-ethyl-6-(6-(4-(3-hydroxyazetidine-1-carbonyl)piperidin-1-yl)pyridin-3-yl)imidazo[1,2-a]pyridin-3-yl)(methyl)amino)-4-(4-fluorophenyl)thiazole-5-carbonitrile